N-Succinimidyl 3-Trimethylstannyl-benzoate C[Sn](C)(C)C1=CC=CC(=C1)C(=O)ON2C(=O)CCC2=O